C(C)(C)(C)C=1C=C(C=C(C1O)C)C(C(=O)OCCOCCOCCO)(C)C1=CC(=C(C(=C1)C)O)C(C)(C)C triethylene glycol e-bis-(3-tert-butyl-4-hydroxy-5-methylphenyl)propionate